FC1=C(C=CC=C1)NC(C=C)=O N-(o-fluorophenyl)acrylamide